7-(5-fluoro-2-(((3S,4R)-3-hydroxytetrahydro-2H-pyran-4-yl)amino)pyrimidin-4-yl)-1-isopropyl-2-(morpholinomethyl)quinolin-4(1H)-one FC=1C(=NC(=NC1)N[C@H]1[C@@H](COCC1)O)C1=CC=C2C(C=C(N(C2=C1)C(C)C)CN1CCOCC1)=O